FC1=C(C=CC(=C1)B1OC(C(O1)(C)C)(C)C)N1CCOCC1 (2-fluoro-4-(4,4,5,5-tetramethyl-1,3,2-dioxaborolan-2-yl)phenyl)morpholine